COC1=NC=CC(=C1)C=1N=C(NC1)C1COC2=CC=C(C=C2C1)OC1=C2CCC(NC2=NC=C1)=O 5-[3-[4-(2-methoxy-4-pyridinyl)-1H-imidazol-2-yl]chroman-6-yl]oxy-3,4-dihydro-1H-1,8-naphthyridin-2-one